ClC=1C=C(C=CC1F)C(C=1NC(=CN1)S(=O)(=O)N1CCN(CC1)C(C)=O)C1=CC(=C(C=C1)F)Cl 1-(4-((2-(bis(3-chloro-4-fluorophenyl)methyl)-1H-imidazol-5-yl)sulfonyl)piperazin-1-yl)ethan-1-one